4-((6-((4-cyano-2-fluorophenylthio)methyl)pyridin-2-yl) oxy)piperidine-1-carboxylate C(#N)C1=CC(=C(C=C1)SCC1=CC=CC(=N1)OC1CCN(CC1)C(=O)[O-])F